BrC(C(=O)NC1=CC=C(C=C1)C(C)(C)C)=C 2-Bromo-N-(4-tert-butylphenyl)acrylamide